N-[6-[1-(2-amino-2-oxo-ethoxy)-1-methyl-ethyl]-2-(4-formylcyclohexyl)indazol-5-yl]-6-(trifluoromethyl)pyridine-2-carboxamide NC(COC(C)(C)C=1C(=CC2=CN(N=C2C1)C1CCC(CC1)C=O)NC(=O)C1=NC(=CC=C1)C(F)(F)F)=O